O[C@@H]([C@H](COC(CCC(=O)O)=O)NC(CCCCCCC\C=C/CCCCCCCC)=O)[C@@H](CCCCCCCCCCCCCC)O 4-(((2s,3s,4R)-3,4-dihydroxy-2-oleamidooctadecyl)oxy)-4-oxobutanoic acid